N-((S)-(3-chloro-2,6-difluorophenyl)(cyclopentyl)methyl)-5-(2-hydroxyethyl)-7-(4-methoxyphenylmethyl)-6,8-dioxo-5,7-diazaspiro[3.4]octane-2-carboxamide ClC=1C(=C(C(=CC1)F)[C@@H](NC(=O)C1CC2(C1)N(C(N(C2=O)CC2=CC=C(C=C2)OC)=O)CCO)C2CCCC2)F